C(#N)C1=CC=C(C=C1)S(=O)(=O)N1CC(N(CC1)C(C1=CC(=C(C(=C1)O)O)O)=O)C(=O)NCC=1OC=CC1 4-((4-cyanophenyl)sulfonyl)-N-(furan-2-ylmethyl)-1-(3,4,5-trihydroxybenzoyl)piperazine-2-carboxamide